CN(C(=O)C1=CC(=NC2=CC=CC=C12)COC1=CC=C(C=C1)C1=NN(C=C1C1=CC=NC=C1)C)S(=O)(=O)C N-methyl-2-[[4-[1-methyl-4-(4-pyridinyl)pyrazol-3-yl]phenoxy]methyl]-N-methanesulfonyl-quinoline-4-carboxamide